ClC1=NC(=CC=C1)OCCCOC 2-chloro-6-(3-methoxy-propoxy)-pyridine